C1(CC1)C1=CC=C(C=N1)C1COC2=C(O1)C(=CC(=C2)CN2C=NC=1C2=NC=C(C1)OC1CN(C1)C)OC 3-((2-(6-cyclopropylpyridin-3-yl)-8-methoxy-2,3-dihydrobenzo[b][1,4]dioxin-6-yl)methyl)-6-((1-methylazetidin-3-yl)oxy)-3H-imidazo[4,5-b]pyridine